3-((3-chloro-4-iodopyridin-2-yl)amino)-2,2-dimethylpropanenitrile ClC=1C(=NC=CC1I)NCC(C#N)(C)C